NCC1=CC=C(C=C1)NC(NC1=CC=C(C=C1)CC(=O)N1[C@@H](C[C@@H](C1)F)COC1=CC=C(C(=O)OC)C=C1)=O methyl 4-(((2S,4S)-1-(2-(4-(3-(4-(aminomethyl)phenyl)ureido) phenyl)acetyl)-4-fluoropyrrolidin-2-yl)methoxy)benzoate